1-ethyl-1,4-dihydroquinoxalin-2,3-dione C(C)N1C(C(NC2=CC=CC=C12)=O)=O